3-phenyl-6-phenyl-1,2,4,5-tetrazine C1(=CC=CC=C1)C=1N=NC(=NN1)C1=CC=CC=C1